(S)-9-amino-4-ethyl-8-fluoro-4-hydroxy-11-(piperidin-1-ylmethyl)-1,12-dihydro-14H-pyrano[3',4':6,7]indolizino[1,2-b]quinoline-3,14(4H)-dione NC1=CC=2C(=C3C(=NC2C=C1F)C1=CC2=C(C(N1C3)=O)COC([C@]2(O)CC)=O)CN2CCCCC2